C(CCC)N1CCOCC1 N-butyl-morpholine